N-(2-chloro-6-methylphenyl)-2-((6-(((2-(2,6-dioxopiperidin-3-yl)-1,3-dioxoisoindolin-5-yl)methyl)amino)-2-methylpyrimidin-4-yl)amino)thiazole-5-carboxamide ClC1=C(C(=CC=C1)C)NC(=O)C1=CN=C(S1)NC1=NC(=NC(=C1)NCC=1C=C2C(N(C(C2=CC1)=O)C1C(NC(CC1)=O)=O)=O)C